CC(=CC(C)O)C 4-Methyl-3-pentene-2-ol